5-Fluoro-3-{3-[4-(3-fluoroazetidine-1-carbonyl)phenyl]-1,2-oxazol-5-yl}-6-(2-methoxyethoxy)-1H-indazole FC=1C=C2C(=NNC2=CC1OCCOC)C1=CC(=NO1)C1=CC=C(C=C1)C(=O)N1CC(C1)F